FC=1C=C2C(=C(NC2=C(C1)F)C1=CC=C(C=C1)F)C[C@@H](C(=O)N[C@@H]1C(NCC1)=O)C (2S)-3-[5,7-difluoro-2-(4-fluorophenyl)-1H-indol-3-yl]-2-methyl-N-[(3S)-2-oxopyrrolidin-3-yl]propanamide